C1C(=O)O[C@@]2([C@@H]([C@H](O[C@]3([C@]2(OC(=O)C1(CC(=O)O3)O)O)OC4([C@H]([C@@H]([C@H](O4)CO)O)O)CO)CO)O)O Sucrose citrate